FC1=C(C(=CC=2N(C=NC21)C)F)C#CC2=NN(C(=C2C(=O)N)NC)[C@@H]2CN([C@H](C2)COC(F)(F)F)C(C=C)=O 3-[2-(4,6-difluoro-1-methyl-1,3-benzodiazol-5-yl)ethynyl]-5-(methylamino)-1-[(3S,5R)-1-(prop-2-enoyl)-5-[(trifluoromethoxy)methyl]pyrrolidin-3-yl]pyrazole-4-carboxamide